methyl 2-[(6-chloro-3-morpholinosulfonyl-4-quinolyl)amino]-5-propyl-benzoate ClC=1C=C2C(=C(C=NC2=CC1)S(=O)(=O)N1CCOCC1)NC1=C(C(=O)OC)C=C(C=C1)CCC